3-triazolyl-3-aminopropyl-silane N1N=NC(=C1)C(CC[SiH3])N